3-(bromomethyl)-2-nitrobenzoic acid methyl ester COC(C1=C(C(=CC=C1)CBr)[N+](=O)[O-])=O